4-((benzyloxy)methyl)-2-fluoro-1-nitrobenzene C(C1=CC=CC=C1)OCC1=CC(=C(C=C1)[N+](=O)[O-])F